5-(6-methyl-5-(1H-pyrazol-1-yl)pyridazin-3-yl)pyrimidine-2,4(1H,3H)-dione CC1=C(C=C(N=N1)C=1C(NC(NC1)=O)=O)N1N=CC=C1